CNC(=O)C=1C=CC=2N3[C@H](COCC2N1)CNCC3 (S)-N-Methyl-1,2,3,4,4a,5-hexahydro-7H-pyrazino[2,1-c]pyrido[3,2-e][1,4]oxazepine-9-carboxamide